(R)-2-(3-(1-methyl-4-(4-methyl-4H-1,2,4-triazol-3-yl)-1H-pyrazol-5-yl)phenyl)-6-((2-methylmorpholino)methyl)-4-(trifluoromethyl)isoindolin-1-one CN1N=CC(=C1C=1C=C(C=CC1)N1C(C2=CC(=CC(=C2C1)C(F)(F)F)CN1C[C@H](OCC1)C)=O)C1=NN=CN1C